Cl.C(CCCCC)C=1C=CC(=NC1)C(=O)NNC(C1=CC=NC=C1)=O 5-hexyl-N'-isonicotinoylpicolinohydrazide hydrogen chloride